N1=CC=CC2=CN=CC(=C12)C=O 1,6-naphthyridine-8-carbaldehyde